BrC1=C(C=C(C=C1)OC)Cl 1-bromo-2-chloro-4-methoxybenzene